O=C([C@H](O)[C@@H](O)[C@@H](O)[C@H](O)C(=O)O)O.N1C[C@H](CC1)/C=C/C=1C=NC=NC1 (R)-5-((E)-2-pyrrolidin-3-ylvinyl)pyrimidine galactarate salt